C(C)C(COC(C=C)=O)CCCC.C(C1=CC=CC=C1)OC(C=C)=O.COCCOCOC1=C(C=C(C=C1)N1C(C2=CC=C(C=C2CC1)C1=NC=C(C=C1C1=CC=CC=C1)C(F)(F)F)=O)NS(=O)(=O)C N-(2-((2-methoxyethoxy)methoxy)-5-(1-oxo-6-(3-phenyl-5-(trifluoromethyl)pyridin-2-yl)-3,4-dihydroisoquinolin-2(1H)-yl)phenyl)methanesulfonamide benzyl-acrylate 2-ethylhexyl-acrylate